2-(3-(diphenylboranyl)phenyl)-4,4,5,5-tetramethyl-1,3,2-dioxaborolane C1(=CC=CC=C1)B(C=1C=C(C=CC1)B1OC(C(O1)(C)C)(C)C)C1=CC=CC=C1